ClC=1C=CC2=C(C(CN(S2(=O)=O)[C@H](C(=O)NNC(=O)OC(C)(C)C)C(C)C2=C(C(=CC=C2F)C)C)C)C1 tert-butyl 2-((2S)-2-(6-chloro-4-methyl-1,1-dioxido-3,4-dihydro-2H-benzo[e][1,2]thiazin-2-yl)-3-(6-fluoro-2,3-dimethylphenyl)butanoyl)hydrazine-1-carboxylate